PHENYLACETALDEHYD C1(=CC=CC=C1)CC=O